8-methoxy-2-methylimidazo[1,2-a]pyrazin-6-amine COC=1C=2N(C=C(N1)N)C=C(N2)C